ClC1=C(SC2=C1N(C=1C2=NC=C(C1)C1=C(N=NN1C)C)[C@@H](C1CCOCC1)C1=CC=CC=C1)C(C)(C)O (S)-2-(3-chloro-6-(1,4-dimethyl-1H-1,2,3-triazol-5-yl)-4-(phenyl-(tetrahydro-2H-pyran-4-yl)methyl)-4H-thieno[2',3':4,5]pyrrolo[3,2-b]pyridin-2-yl)propan-2-ol